C[C@@H]1CC[C@@H](OC1)CNC1=C(C=C(C=C1)S(=O)(=O)N)[N+](=O)[O-] 4-((((2R,5r)-5-methyltetrahydro-2H-pyran-2-yl)methyl)amino)-3-nitrobenzenesulfonamide